benzimidazolium bromide salt [Br-].[NH+]1=CNC2=C1C=CC=C2